4,4-difluoro-3-methyl-1-phenyl-3-butene-1-one FC(=C(CC(=O)C1=CC=CC=C1)C)F